tert-Butyl (2S,5R)-2,5-dimethyl-4-((trans)-3-(trifluoromethyl)cyclobutane-1-carbonyl)piperazine-1-carboxylate C[C@@H]1N(C[C@H](N(C1)C(=O)[C@@H]1C[C@H](C1)C(F)(F)F)C)C(=O)OC(C)(C)C